NC1=C(C(=C(C=C1C#N)C1=CC=NC=C1)F)C1=C(C(=CC=C1C)OCOCC[Si](C)(C)C)C 2-amino-6-fluoro-2',6'-dimethyl-5-(pyridin-4-yl)-3'-((2-(trimethylsilyl)ethoxy)methoxy)-[1,1'-biphenyl]-3-carbonitrile